1-(5-(1-methyl-1H-imidazol-4-yl)-6-((3,4,5-trifluorophenyl)amino)-3,4-dihydroisoquinolin-2(1H)-yl)prop-2-en-1-one CN1C=NC(=C1)C1=C2CCN(CC2=CC=C1NC1=CC(=C(C(=C1)F)F)F)C(C=C)=O